N-[(1,1-dimethylethoxy)carbonyl]-L-alanyl-(2S)-2-hydroxy-3-methylbutanoyl-L-alanine-(1S)-1-carboxy-2-methylpropyl ester hydrate O.C(=O)(O)[C@H](C(C)C)OC([C@@H](N(C(C(C(C)C)O)=O)C([C@@H](NC(=O)OC(C)(C)C)C)=O)C)=O